6-(4-((2,2-dimethyl-6-(4-methyl-1-oxo-1,3-dihydroisobenzofuran-5-yl)morpholino)methyl)-1H-pyrazol-1-yl)-4-methylpyridine-3-carbonitrile CC1(OC(CN(C1)CC=1C=NN(C1)C1=CC(=C(C=N1)C#N)C)C=1C(=C2COC(C2=CC1)=O)C)C